3,6-Dimethyloctylacetat CC(CCOC(C)=O)CCC(CC)C